C(CCC)OC(=O)C=1C=NN(C1O)C(C)(CCO[Si](C1=CC=CC=C1)(C1=CC=CC=C1)C(C)(C)C)C (4-((tert-butyldiphenylsilyl)oxy)-2-methylbutan-2-yl)-5-hydroxy-1H-pyrazole-4-carboxylic acid butyl ester